C1(CC1)NCC1=CC=C(C=C1)C(C(F)(F)F)(C(F)(F)F)O 2-(4-((cyclopropylamino)methyl)phenyl)-1,1,1,3,3,3-hexafluoropropan-2-ol